CN1C2=C(OC[C@@H](C1=O)NC(C1=NC=CC(=C1)OC1=CC=CC=C1)=O)C=CC(=C2)N2CC1(C2)CCOCC1 (S)-N-(5-methyl-4-oxo-7-(7-oxa-2-azaspiro[3.5]nonan-2-yl)-2,3,4,5-tetrahydrobenzo[b][1,4]oxazepin-3-yl)-4-phenoxypicolinamide